C(C1=CC=CC=C1)OC=1C(C(=CN2C1C(N1C3=C(S(C[C@H]2C1)(=O)=O)C=CC=C3)=O)C(=O)NCC3=C(C=C(C=C3F)F)F)=O (6R)-1-(benzyloxy)-2,14-dioxo-N-(2,4,6-trifluorobenzyl)-2,6,7,14-tetrahydro-6,13-methanobenzo[b]pyrido[2,1-f][1,4,7]thiadiazonine-3-carboxamide 8,8-dioxide